C1(=C(C=CC=C1)N1C(C=2C=CC=NC2C=C1)=O)C 6-(o-tolyl)-1,6-naphthyridin-5(6H)-one